3,3-Difluoro-1-(thiophen-2-yl)cyclobutane-1-carbonitrile FC1(CC(C1)(C#N)C=1SC=CC1)F